2-[1-(4,4-dimethyl-1-cyclopenten-1-yl) ethoxy]-2-methylpropyl 2-oxopropionate O=C(C(=O)OCC(C)(C)OC(C)C1=CCC(C1)(C)C)C